ClC1=CC=C(C=C1)C=1N=C2N(C=CC=N2)C1CN1CC2CCC(C1)N2C(=O)NC2=C(C=C(C=C2)F)F 3-{[2-(4-chlorophenyl)imidazo[1,2-a]pyrimidin-3-yl]methyl}-N-(2,4-difluorophenyl)-3,8-diaza-bicyclo[3.2.1]octane-8-carboxamide